1,4-bis(2,4-diaminophenyloxy)benzene NC1=C(C=CC(=C1)N)OC1=CC=C(C=C1)OC1=C(C=C(C=C1)N)N